ClC1=C(C(C2=CC=CC=C2C1=O)=O)NCC1=CC=C(C(=O)NO)C=C1 4-(((3-chloro-1,4-dioxo-1,4-dihydronaphthalen-2-yl)amino)methyl)-N-hydroxybenzamide